CC(=CCC/C(=C/CC/C(=C/CC/C(=C/CC/C(=C/CC/C(=C/CC/C(=C/CC/C(=C/CC/C(=C/CC/C(=C/COP(=O)(O)OP(=O)(O)O)/C)/C)/C)/C)/C)/C)/C)/C)/C)C The molecule is a polyprenol diphosphate compound having ten prenyl units with undefined stereochemistry about the double bonds. It has a role as a Saccharomyces cerevisiae metabolite.